[C@H]12C(C[C@H](CC1)C2)NCC2=CC(=NC=C2)NC=2SC1=C(N2)C=CC(=C1)C=1C=NNC1C N-(4-(((1S,4R)-bicyclo-[2.2.1]heptan-2-ylamino)-methyl)pyridin-2-yl)-6-(5-methyl-1H-pyrazol-4-yl)benzo[d]thiazol-2-amine